N[C@@H]1[C@H](COC2=CC=CC=C12)N1C[C@H](CC1)C#N (S)-1-((3R,4S)-4-aminochroman-3-yl)pyrrolidine-3-carbonitrile